N[C@@H](CC(C)C)C(=O)NC1=CC=C(C=C1)[N+](=O)[O-] L-leucyl-p-nitroaniline